FC(C=1C(=C(C=CC1)[C@@H](C)NC=1C2=C(N=C(N1)C)C=NC(=C2)S(=O)(=O)Cl)F)F (R)-4-((1-(3-(difluoromethyl)-2-fluorophenyl)ethyl)amino)-2-methylpyrido[3,4-d]pyrimidine-6-sulfonyl chloride